CN1C(=N\C(\C1=O)=C/C1=CC2=CN(N=C2C=C1)C)N[C@@H]1COCCC1 (5Z)-3-Methyl-5-[(2-methylindazol-5-yl)methylene]-2-[[(3S)-tetrahydropyran-3-yl]amino]imidazol-4-one